6-(3-amino-6-(8-((dimethylamino)methyl)chroman-6-yl)-5-fluoro-pyrazin-2-yl)-4-fluoro-isoquinolin-1(2H)-one NC=1C(=NC(=C(N1)F)C=1C=C2CCCOC2=C(C1)CN(C)C)C=1C=C2C(=CNC(C2=CC1)=O)F